C(C)(C)C1N=C2N(C3=CC=C(C=C3N=C2Cl)C(=O)OC)C1 methyl 2-isopropyl-4-chloro-1,2-dihydroimidazo[1,2-a]quinoxaline-7-carboxylate